(1S,2S)-2-(methylamino)-1-phenylpropan-1-ol CN[C@H]([C@@H](O)C1=CC=CC=C1)C